SCCCN L-3-sulfydryl-1-propylamine